5-(difluoromethyl)-2-[6-[(2S)-2-(hydroxymethyl)morpholin-4-yl]pyridazin-3-yl]-3-methyl-phenol FC(C=1C=C(C(=C(C1)O)C=1N=NC(=CC1)N1C[C@H](OCC1)CO)C)F